O[C@@H]1C[C@H](C1)N1C2=NC(=NC=C2NC1=O)SC 9-(trans-3-hydroxycyclobutyl)-2-(methylthio)-7,9-dihydro-8H-purin-8-one